tert-butyl 3-(2,6-dichlorophenyl)-3-hydroxyazetidine-1-carboxylate ClC1=C(C(=CC=C1)Cl)C1(CN(C1)C(=O)OC(C)(C)C)O